C(C)(C)(C)C=1C(=C(C=C(C1)OCCOC(C(=C)C)=O)N1N=C2C(=N1)C=CC(=C2)C(=O)OC)O methyl 2-[3-tert-butyl-2-hydroxy-5-(2-methacryloyloxyethoxy) phenyl]-2H-benzotriazole-5-carboxylate